(2S)-1-[2-[(3R)-3-[(7-fluoro-5-quinolinyl)amino]pyrrolidin-1-yl]acetyl]pyrrolidine-2-carbonitrile FC1=CC(=C2C=CC=NC2=C1)N[C@H]1CN(CC1)CC(=O)N1[C@@H](CCC1)C#N